4-ethyl-N-[2-[[4-(4-piperidyloxy)phenoxy]methyl]phenyl]thieno[3,2-b]pyrrole-5-carboxamide C(C)N1C2=C(C=C1C(=O)NC1=C(C=CC=C1)COC1=CC=C(C=C1)OC1CCNCC1)SC=C2